5-(4-bromo-2-ethylsulfanyl-phenyl)-1-methyl-2-(trifluoromethyl)pyrazolo[1,5-a]pyrimidin-7-one BrC1=CC(=C(C=C1)C=1N=C2N(C(C1)=O)N(C(=C2)C(F)(F)F)C)SCC